methyl-1,3-butadiene CC=CC=C